3-cyclopropyl-7-isopropyl-5-(1-methyl-1H-pyrazol-3-yl)-4,5,6,7-tetrahydroisoxazolo[4,3-c]pyrimido[5',4':4,5]pyrrolo[3,2-e]azepin-11-amine C1(CC1)C=1ON=C2C1CN(CC1=C2C2=C(N1C(C)C)N=CN=C2N)C2=NN(C=C2)C